3-(difluoropyrrolidin-1-yl)-3-fluorobenzonitrile FC1(N(CCC1)C1(CC(C#N)=CC=C1)F)F